(1-(trifluoromethyl)cyclopropyl)methanamine hydrochloride Cl.FC(C1(CC1)CN)(F)F